ClC1=C2C=NN(C2=CC=C1C(=O)O)C 4-Chloro-1-methylindazole-5-carboxylic acid